OC=1C=C(C2=CC=CC=C2C1)B(O)O 3-HYDROXYNAPHTHALENE-1-BORONIC ACID